1-(t-butyl) 2-methyl 4-(difluoromethylene)pyrrolidin-1,2-dicarboxylate FC(=C1CC(N(C1)C(=O)OC(C)(C)C)C(=O)OC)F